N-ethyl-N'-phenylcarbodiimide C(C)N=C=NC1=CC=CC=C1